OC1(CC1)C(=O)N1CC2=C(C=C(C=C2CC1)C=1C=C2C(=NC1)NC=C2C)[C@H]2N(CCC2)C(=O)OC(C)(C)C tert-butyl (S)-2-(2-(1-hydroxycyclopropanecarbonyl)-6-(3-methyl-1H-pyrrolo[2,3-b]pyridin-5-yl)-1,2,3,4-tetrahydroisoquinolin-8-yl)pyrrolidine-1-carboxylate